S(=O)(=O)(OC(CCC=C)CCCCCCCCC)[O-] 1-vinyl-3-dodecyl sulfate